ClC1=CC2=C(N=C(S2)C23CC(C2)(C3)NC(=O)C3=NNC(=C3)C(C)S(=O)(=O)C)C=C1 N-[3-(6-chloro-1,3-benzothiazol-2-yl)-1-bicyclo[1.1.1]pentanyl]-5-(1-methylsulfonylethyl)-1H-pyrazole-3-carboxamide